ClC=1C=C(C=CC1)CN1N=C2C3=C(CCC2=C1)OC(=C3C)C(=O)NC[C@@H]3OCCC3 |r| 2-[(3-chlorophenyl)methyl]-8-methyl-N-[(2RS)-tetrahydrofuran-2-ylmethyl]-4,5-dihydro-2H-furo[2,3-g]indazole-7-carboxamide